ClC=1N=NC=C(C1)OCC1=CC(=NC=C1)N1N=CC(=C1)C 3-chloro-5-((2-(4-methyl-1H-pyrazol-1-yl)pyridin-4-yl)methoxy)pyridazine